N-hydroxy-4-(1-methyl-4-(trifluoromethyl)-1H-imidazol-2-yl)benzimidamide ONC(C1=CC=C(C=C1)C=1N(C=C(N1)C(F)(F)F)C)=N